FC(C=1N=C2SC(=NN2C1CN1C(NC(C1)CCC)=O)COC)F 1-[[6-(difluoromethyl)-2-(methoxymethyl)imidazo[2,1-b][1,3,4]thiadiazol-5-yl]methyl]-4-propyl-imidazolidin-2-one